BrC1=CC(=C(C(=O)O)C=C1)I 4-bromo-2-iodo-benzoic acid